COC1=NC=NC2=CC=C(C=C12)C=1C=CN2N=C(N=CC21)NC2CC(C2)(O)C cis-3-((5-(4-methoxyquinazolin-6-yl)pyrrolo[2,1-f][1,2,4]triazin-2-yl)amino)-1-methylcyclobutan-1-ol